C(CCCC)N 1-pentaneamine